tert-butyl (R)-4-((4-bromophenoxy)methyl)-2,2-dimethyloxazolidine-3-carboxylate BrC1=CC=C(OC[C@H]2N(C(OC2)(C)C)C(=O)OC(C)(C)C)C=C1